O(C1[C@H](O)[C@@H](O)[C@H](O)[C@H](O1)CO)CC=C Allyl D-glucopyranoside